C(C)N[C@@H](CCCCN)C(=O)O ethyl-Lysine